BrC1=CN=C(N(C1=O)CC(=O)OCCCC)C1=CC=CC=C1 butyl 2-(5-bromo-6-oxo-2-phenylpyrimidin-1(6H)-yl)acetate